sodium 4-hydroxy-3,5,6-trifluoro-3-hydroxybenzoic acid OC=1C(CC(C(=O)O)=C(C1F)F)(O)F.[Na]